ClC=1C=CC(=NC1)NC(=O)N1[C@H](CCC1)C(=O)NC1=C(C=CC(=C1)C(CCC1CC1)(N[S@](=O)C(C)(C)C)C1=CC(=CC=C1)C#N)F (R)-N1-(5-chloropyridin-2-yl)-N2-(5-(1-(3-cyanophenyl)-3-cyclopropyl-1-((R)-1,1-dimethylethylsulphinamido)propyl)-2-fluorophenyl)pyrrolidine-1,2-dicarboxamide